N-isopropyl-carbamic acid tert-butyl ester C(C)(C)(C)OC(NC(C)C)=O